1-methyl-2-oxo-5-(tributylstannyl)-1,2-dihydropyridine-4-carboxylate CN1C(C=C(C(=C1)[Sn](CCCC)(CCCC)CCCC)C(=O)[O-])=O